4-(5-((2,6-Dioxopiperidin-3-yl)oxy)pyridin-2-yl)piperazine-1-carboxylic acid tert-butyl ester C(C)(C)(C)OC(=O)N1CCN(CC1)C1=NC=C(C=C1)OC1C(NC(CC1)=O)=O